NC1=C(C(=O)NC1=O)C1=CC=CC=C1 monoaminophenylmaleimide